1-methyl-5-(1-(9-methyl-6-morpholino-8-(pyridin-4-yl)-9H-purin-2-yl)-1H-pyrazol-3-yl)piperidin-2-one CN1C(CCC(C1)C1=NN(C=C1)C1=NC(=C2N=C(N(C2=N1)C)C1=CC=NC=C1)N1CCOCC1)=O